COCCN(CCOC)CC(C)=O Bis(2-methoxyethyl)aminoacetone